FC=1C=C(C=CC1)C1(CC1)C(CN)NC 1-[1-(3-fluorophenyl)cyclopropyl]-N1-methyl-1,2-ethanediamine